C1(CC1)[C@]1(C(N(C[C@H]1C)C=1C=2N(N=CC1)C=C(C2)C2=NC=CC(=C2)CO)=O)C#N (3R,4S)-3-cyclopropyl-1-[6-[4-(hydroxymethyl)pyridin-2-yl]pyrrolo[1,2-b]pyridazin-4-yl]-4-methyl-2-oxopyrrolidine-3-carbonitrile